N1(CCCC1)N(N1CCCC1)P(N(N1CCCC1)N1CCCC1)(N(N1CCCC1)N1CCCC1)=N[P+](N=P(N(N1CCCC1)N1CCCC1)(N(N1CCCC1)N1CCCC1)N(N1CCCC1)N1CCCC1)(N=P(N(N1CCCC1)N1CCCC1)(N(N1CCCC1)N1CCCC1)N(N1CCCC1)N1CCCC1)N=P(N(N1CCCC1)N1CCCC1)(N(N1CCCC1)N1CCCC1)N(N1CCCC1)N1CCCC1 tetrakis[tris(dipyrrolidinylamino)phosphoranylideneamino]phosphonium